5-(2,4-dichloropyrimidin-5-yl)-3-methyl-1,2,4-oxadiazole ClC1=NC=C(C(=N1)Cl)C1=NC(=NO1)C